β-D-fructofuranosyl-(2→6)-β-D-fructofuranosyl-(2→5)-α-L-sorbopyranose OC[C@@]1([C@@H](O)[C@H](O)[C@H](O1)CO)OC[C@@H]1[C@H]([C@@H]([C@@](CO)(O1)O[C@@H]1[C@H]([C@@H]([C@](CO)(O)OC1)O)O)O)O